(4-(4-bromophenoxy)benzoyl)glycine methyl ester COC(CNC(C1=CC=C(C=C1)OC1=CC=C(C=C1)Br)=O)=O